C(C)(C)(C)S(=O)(=O)C=1C(=CC=2N(C1)C(=CN2)C=2N=C(SC2)N(C(OC(C)(C)C)=O)CC2=CC=C(C=C2)OC)OC tert-butyl (4-(6-(tert-butylsulfonyl)-7-methoxyimidazo[1,2-a]pyridin-3-yl)thiazol-2-yl)(4-methoxybenzyl)carbamate